5-chloro-N2-(3,5-difluorophenyl)-N4-(2-(isopropylsulfonyl)phenyl)pyrimidine-2,4-diamine ClC=1C(=NC(=NC1)NC1=CC(=CC(=C1)F)F)NC1=C(C=CC=C1)S(=O)(=O)C(C)C